4-(4,4,5,5-tetramethyl-1,3,2-dioxaborolan-2-yl)-1-[4-(trifluoromethyl)phenyl]pyrazole CC1(OB(OC1(C)C)C=1C=NN(C1)C1=CC=C(C=C1)C(F)(F)F)C